4-(4-(3-fluoro-5-morpholinophenyl)quinazolin-6-yl)pyridin-2-amine FC=1C=C(C=C(C1)N1CCOCC1)C1=NC=NC2=CC=C(C=C12)C1=CC(=NC=C1)N